(5R)-3-cyclopropyl-5-methyl-2-oxopyrrolidine-3-carbonitrile C1(CC1)C1(C(N[C@@H](C1)C)=O)C#N